COC1=C2C(NC=NC2=CC(=C1)OC)=O 5,7-dimethoxyquinazolin-4(3H)-one